ClC1(CC(OC=C1)(C)OCC)C 4-chloro-2-ethoxy-2,4-dimethyl-3,4-dihydropyran